5,12-dioxahexacyclo[7.6.1.02,8.04,6.010,15.011,13]hexadecane C12C3CC4OC4CC3C(C3C4OC4CC31)C2